3-((R)-2-(3-(cyclobutylamino)benzamido)-1-hydroxyethyl)-7-hydroxy-3,4-dihydroisoquinoline C1(CCC1)NC=1C=C(C(=O)NC[C@@H](O)C2N=CC3=CC(=CC=C3C2)O)C=CC1